(4'-((2-(tert-butyl)-1H-imidazol-1-yl)methyl)-3'-fluoro-5-isobutyl-[1,1'-biphenyl]-2-yl)sulfonyl-carbamic acid methyl ester COC(NS(=O)(=O)C1=C(C=C(C=C1)CC(C)C)C1=CC(=C(C=C1)CN1C(=NC=C1)C(C)(C)C)F)=O